CC1C=C(C=2CCCCC12)C (1,3-dimethyl)4,5,6,7-tetrahydroindene